(9H-fluoren-9-yl)methyl (2-(((3-amino-3-methylbutoxy)methyl)amino)-2-oxoethyl)carbamate NC(CCOCNC(CNC(OCC1C2=CC=CC=C2C=2C=CC=CC12)=O)=O)(C)C